COC1(CC(C1)C(=O)O)OC 3,3-dimethoxycyclobutane-1-carboxylic acid